2-(tert-butyldimethylsilyl)thiazole [Si](C)(C)(C(C)(C)C)C=1SC=CN1